1-(4-(1,4-dimethyl-1H-pyrazol-5-yl)-5-fluoropyrimidin-2-yl)-N-ethyl-N-(2,3,5-trifluorobenzyl)piperidine-4-carboxamide CN1N=CC(=C1C1=NC(=NC=C1F)N1CCC(CC1)C(=O)N(CC1=C(C(=CC(=C1)F)F)F)CC)C